FC(C=1C(=CC=2N(N1)C(=CN2)C2=CC=CC(=N2)N[C@H]2CN(C[C@@H]2F)C(=O)OC(C)(C)C)OC)F tert-butyl (3S,4S)-3-[[6-[6-(difluoromethyl)-7-methoxy-imidazo[1,2-b]pyridazin-3-yl]-2-pyridyl]amino]-4-fluoro-pyrrolidine-1-carboxylate